C(#N)C1=CC(=C(C=C1)C1C=C(NC2=C(C=NC(=C12)OCC)C)C)OC 4-(4-cyano-2-methoxyphenyl)-5-ethoxy-2,8-dimethyl-1,4-dihydro-1,6-naphthyridine